C(C1=CC=CC=C1)[C@H]1[C@@H]2C[C@@H]2CN1C(=O)OC(C)(C)C |o1:7,8,10| tert-butyl (1R*,2S*,5S*)-2-benzyl-3-azabicyclo[3.1.0]hexane-3-carboxylate